(S)-N-[(1R)-1-[3-[2-(methoxymethyl)-4-pyridinyl]-1,2,4-thiadiazol-5-yl]ethyl]-2-methyl-propane-2-sulfinamide COCC1=NC=CC(=C1)C1=NSC(=N1)[C@@H](C)N[S@@](=O)C(C)(C)C